6-bromo-pyridine BrC1=CC=CC=N1